C(C)(C)(C)OC(=O)N1S(OC[C@H]1C)(=O)=O (R)-4-methyl-1,2,3-oxathiazolidine-N-carboxylic acid tert-butyl ester-2,2-dioxide